C(C)(C)(C)C1=CN=C(O1)CSC1=CN=C(S1)N[C@@H]1CC[C@@H](N(C1)C(=O)OCC1=CC=CC=C1)C benzyl (2S,5R)-5-((5-(((5-(tert-butyl)oxazol-2-yl)methyl)thio)thiazol-2-yl)amino)-2-methylpiperidine-1-carboxylate